N1=CNC=2C=NC=CC21 3H-imidazo[4,5-c]pyridin